CC1=C(C=CC(=C1O)[N+](=O)[O-])C1=CC=CC=C1 methyl-4-nitro-[1,1'-biphenyl]-3-ol